[2,6-dichloro-3-(phenoxycarbothioylamino)phenyl]boronic acid ClC1=C(C(=CC=C1NC(=S)OC1=CC=CC=C1)Cl)B(O)O